rac-(3ar,4r,6ar)-1-benzyl-4-methylhexahydropyrrolo[3,4-b]-pyrrole-5(1H)-carboxylic acid tert-butyl ester C(C)(C)(C)OC(=O)N1C[C@@H]2N(CC[C@@H]2[C@H]1C)CC1=CC=CC=C1 |r|